1-((3,3-difluorocyclobutyl)methyl)-3-ethyl-4-methyl-N-(2-(methylsulfonyl)pyridin-4-yl)-1H-pyrazole-5-carboxamide FC1(CC(C1)CN1N=C(C(=C1C(=O)NC1=CC(=NC=C1)S(=O)(=O)C)C)CC)F